Tert-butyl N-methyl-N-[rac-(3R,4S)-3,4-dihydroxycyclopentyl]carbamate CN(C(OC(C)(C)C)=O)C1C[C@H]([C@H](C1)O)O |r|